(((((2R,3S,4R,5R)-5-(6-Chloro-4-((2-chlorobenzyl)amino)-1H-pyrazolo[3,4-d]pyrimidin-1-yl)-3,4-dihydroxy-3-methyltetrahydrofuran-2-yl)methoxy)(hydroxy)phosphoryl)methyl)phosphonic acid ClC1=NC(=C2C(=N1)N(N=C2)[C@H]2[C@@H]([C@]([C@H](O2)COP(=O)(O)CP(O)(O)=O)(C)O)O)NCC2=C(C=CC=C2)Cl